3,3'-(naphthalene-2,7-diyl)-dibenzoate C1=C(C=CC2=CC=C(C=C12)C=1C=C(C(=O)[O-])C=CC1)C=1C=C(C(=O)[O-])C=CC1